CN1N=NC(=C1NC(OCC1=C(C=CC=C1)Cl)=O)C1=NC(=C(C=C1)NS(=O)(=O)C)C 2-chlorobenzyl (1-methyl-4-(6-methyl-5-(methyl-sulfonamido)pyridin-2-yl)-1H-1,2,3-triazol-5-yl)carbamate